N1C=CC2=CC=CC(=C12)NC1=NC=C(C(=N1)NC1=C(C=CC=C1)P(C)(C)=O)Cl (2-((2-((1H-indol-7-yl)amino)-5-chloropyrimidin-4-yl)amino)phenyl)dimethylphosphine oxide